tert-butyl 4-((6-chloro-3-(4-fluorophenyl)pyridazin-4-ylamino)methyl)piperidine-1-carboxylate ClC1=CC(=C(N=N1)C1=CC=C(C=C1)F)NCC1CCN(CC1)C(=O)OC(C)(C)C